4-((1-(2-(2-(2-aminoethoxy)ethoxy)ethyl)-1H-1,2,3-triazol-4-yl)methyl)thiomorpholine NCCOCCOCCN1N=NC(=C1)CN1CCSCC1